P(OCO[C@@]1(C=C[C@@H](C1)N1C(N=C(C=C1)N)=O)CC)([O-])=O.[NH4+] ammonium ((((1S,4R)-4-(4-amino-2-oxopyrimidin-1(2H)-yl)-1-ethylcyclopent-2-en-1-yl) oxy) methyl) phosphonate